COC=1C(=C2C=CNC2=C(C1)C)CN1[C@H](C[C@@H](CC1)N1N=CC=C1)C1=CC=C(C(=O)O)C=C1 trans-4-(1-((5-methoxy-7-methyl-1H-indol-4-yl)methyl)-4-(1H-pyrazol-1-yl)piperidin-2-yl)benzoic acid